2-acetamidoacetate C(C)(=O)NCC(=O)[O-]